N=1C(=CN2C1C1=CC=CC=C1C=C2)C(=O)NN IMIDAZO[2,1-A]ISOQUINOLINE-2-CARBOHYDRAZIDE